ClC1=CC=C(C=C1)C#CCOC1=C(C=C(C=C1)CCNC(C(C(C)C)NS(=O)(=O)CC)=O)OC N-(2-(4-[3-(4-chlorophenyl)prop-2-ynyloxy]-3-methoxy-phenyl)ethyl)-2-ethanesulfonylamino-3-methylbutanamide